3-Methoxymethyl-pyrrolidine-1-carboxylic acid (4-methoxy-7-phenyl-thiazolo[4,5-c]pyridin-2-yl)-amide COC1=NC=C(C2=C1N=C(S2)NC(=O)N2CC(CC2)COC)C2=CC=CC=C2